C(C)C1=NC2=CC(=C(C=C2C(N1C1=CC=C(C=C1)F)=O)/C=C/C(=O)NO)F (E)-3-(2-ethyl-7-fluoro-3-(4-fluorophenyl)-4-oxo-3,4-dihydroquinazolin-6-yl)-N-hydroxyacrylamide